tert-Butyl (S)-2-(((S)-1-(5-(((S)-5-chloro-2,3-dihydro-1H-inden-2-yl)amino)pyridin-2-yl)-2,2,2-trifluoroethyl)(methyl)carbamoyl)-5-oxopyrrolidine-1-carboxylate ClC=1C=C2C[C@H](CC2=CC1)NC=1C=CC(=NC1)[C@@H](C(F)(F)F)N(C(=O)[C@H]1N(C(CC1)=O)C(=O)OC(C)(C)C)C